(5-(7-(3,3-difluoroazetidin-1-yl)-[1,2,4]triazolo[1,5-a]pyridin-2-yl)-8-(methylamino)-2,7-naphthyridin-3-yl)cyclopropanecarboxamide FC1(CN(C1)C1=CC=2N(C=C1)N=C(N2)C2=C1C=C(N=CC1=C(N=C2)NC)C2(CC2)C(=O)N)F